Dibenzyl-calcium C(C1=CC=CC=C1)[Ca]CC1=CC=CC=C1